(+/-)-cis-tert-butyl (3-((2-chloro-7-methyl-7H-pyrrolo[2,3-d]pyrimidin-4-yl)amino) cyclohexyl)carbamate ClC=1N=C(C2=C(N1)N(C=C2)C)N[C@H]2C[C@H](CCC2)NC(OC(C)(C)C)=O |r|